BrC1=CC=CC2=C1N=C1N2CCN(C1C)C(=O)OC(C)(C)C tert-butyl 9-bromo-1-methyl-1,2,3,4-tetrahydrobenzo[4,5]imidazo[1,2-a]pyrazine-2-carboxylate